COC=1C=C(CN2C=3C(C(=CC2=O)O)=NN(C3)C3OCCCC3)C=CC1OC 4-(3,4-dimethoxybenzyl)-7-hydroxy-2-(tetrahydro-2H-pyran-2-yl)-2,4-dihydro-5H-pyrazolo[4,3-b]pyridin-5-one